Cl.Cl.N(=NC(C(=N)N1CCCC1)(C)C)C(C(N1CCCC1)=N)(C)C 2,2'-azobis(1-imino-1-pyrrolidinyl-2-methylpropane) dihydrochloride